N(N)C1=NC=C(C=N1)C(=O)N1C(CN(CC1)C(=O)OC(C)(C)C)(C)C Tert-butyl 4-(2-hydrazineylpyrimidine-5-carbonyl)-3,3-dimethylpiperazine-1-carboxylate